C(CCC\C=C/C\C=C/C\C=C/C\C=C/C\C=C/CC)(=O)OCCCCC(OC(NCCNCCN(C)C)=O)CCCCOC(CCC\C=C/C\C=C/C\C=C/C\C=C/C\C=C/CC)=O 5-(4-{[(5Z,8Z,11Z,14Z,17Z)-1-oxoicosa-5,8,11,14,17-pentaenyl] oxy} butyl)-14-methyl-7-oxo-6-oxa-8,11,14-triazapentadec-1-yl (5Z,8Z,11Z,14Z,17Z)-icosa-5,8,11,14,17-pentaenoate